O1CCC(CC1)SCC1=NC2=CC=CC=C2C(N1)=O (((tetrahydro-2H-pyran-4-yl)thio)methyl)quinazolin-4(3H)-one